Amphetamine dimesylate S(C)(=O)(=O)O.S(C)(=O)(=O)O.NC(C)CC1=CC=CC=C1